{(4E)-4-[3-(3-chlorophenyl)prop-2-yn-1-ylidene]-3,3-dimethylpiperidin-1-yl}(6,7-dihydro-5H-pyrazolo[5,1-b][1,3]oxazin-3-yl)methanone ClC=1C=C(C=CC1)C#C\C=C/1\C(CN(CC1)C(=O)C=1C=NN2C1OCCC2)(C)C